ClC1=NC(=CC(=C1)C(C1CCC(CC1)C(=O)NCCCO)(F)F)N1CCN(CC1)S(=O)(=O)C1=CC=C(C=C1)N1C(C[C@H](C1)N)=O 4-[[2-chloro-6-[4-[4-[(4R)-4-amino-2-oxo-pyrrolidin-1-yl]phenyl]sulfonylpiperazin-1-yl]-4-pyridinyl]-difluoro-methyl]-N-(3-hydroxypropyl)cyclohexanecarboxamide